(1R,4R)-4-(4-(((R)-1-(3-cyano-2-methylphenyl)ethyl)amino)-7-methoxy-2-methyl-quinazolin-6-yl)cyclohexane-1-carboxylic acid C(#N)C=1C(=C(C=CC1)[C@@H](C)NC1=NC(=NC2=CC(=C(C=C12)C1CCC(CC1)C(=O)O)OC)C)C